C1(CC1)CN1C(=CC=2C1=NC(=CC2)SC(C)C)C=O 1-(cyclopropylmethyl)-6-(isopropylthio)-1H-pyrrolo[2,3-b]pyridine-2-carbaldehyde